C1(CC1)C1=NC(=NC(=C1)C1=CN=CN1C)C(=O)NC1CCC(CC1)OC 4-cyclopropyl-N-((1r,4r)-4-methoxycyclohexyl)-6-(1-methyl-1H-imidazol-5-yl)pyrimidine-2-carboxamide